P(=O)(OC1=C2C(=CNC2=CC=C1)CCN(CC)CC)(O)O [3-[2-(diethylamino) ethyl]-1H-indol-4-yl] dihydrogen phosphate